(3R)-2'-(6-amino-5-{[1-(5-methylpyridin-2-yl)ethyl]oxy}pyridin-3-yl)-N-ethyl-5',6'-dihydrospiro[pyrrolidine-3,4'-pyrrolo[1,2-b]pyrazole]-1-carboxamide NC1=C(C=C(C=N1)C=1C=C2N(N1)CC[C@]21CN(CC1)C(=O)NCC)OC(C)C1=NC=C(C=C1)C